((S)-6-methoxychroman-3-yl)methanone COC=1C=C2C[C@@H](COC2=CC1)C=O